2-(3-aminopropylamino)ethanesulfonic acid NCCCNCCS(=O)(=O)O